6-fluoro-4-methylbenzaldehyde FC1=CC(=CC=C1C=O)C